C(C)(C)(C)OC(=O)N1[C@@H](C2=C(C=CC=C2CC1)OCCCC(=O)OCC1=CC=CC=C1)CN1C(C2=CC=CC=C2C1=O)=O (S)-8-(4-(benzyloxy)-4-oxobutoxy)-1-((1,3-dioxoisoindolin-2-yl)methyl)-3,4-dihydroisoquinoline-2(1H)-carboxylic acid tert-butyl ester